1-(4-(6-(6-(difluoromethyl)imidazo[1,2-b]pyridazin-3-yl)pyridin-2-yl)piperazin-1-yl)ethan-1-one FC(C=1C=CC=2N(N1)C(=CN2)C2=CC=CC(=N2)N2CCN(CC2)C(C)=O)F